2-[5-[[(3,4-dimethylpyrimidino[4',5':4,5]thieno[2,3-c]pyridazin-8-yl)amino]methyl]-2-pyridinyl]propan-2-ol CC1=C(C2=C(N=N1)SC1=C2N=CN=C1NCC=1C=CC(=NC1)C(C)(C)O)C